rac-(2R,6R)-2-amino-6-hydroxy-2-phenylcyclohexanone N[C@@]1(C([C@@H](CCC1)O)=O)C1=CC=CC=C1 |r|